ethyl 2-[2-(cyclopropylmethyl)-5-(3,4-difluorophenyl)-1H-pyrrol-3-yl]-5-methyl-thiazole-4-carboxylate C1(CC1)CC=1NC(=CC1C=1SC(=C(N1)C(=O)OCC)C)C1=CC(=C(C=C1)F)F